6,7-dimethoxy-9-(6-(4-methylpiperidin-1-yl)pyridin-3-yl)naphtho[2,3]furan COC=1C(=CC2=C(C3=C(C=CO3)C=C2C1)C=1C=NC(=CC1)N1CCC(CC1)C)OC